nicotinoyl-L-2-aminobutyric acid C(C1=CN=CC=C1)(=O)C(C(=O)O)(CC)N